N-hydroxy-4-((3-(4-methoxyphenyl)-4-oxo-3,4-dihydroquinazolin-2-yl)methyl)benzamide ONC(C1=CC=C(C=C1)CC1=NC2=CC=CC=C2C(N1C1=CC=C(C=C1)OC)=O)=O